N,N'-di-tert-butoxycarbonyl-N''-trifluoroethylguanidine C(C)(C)(C)OC(=O)NC(=NCC(F)(F)F)NC(=O)OC(C)(C)C